N-[3-[6-amino-5-[4-(methoxy-methoxy)phenyl]-3-pyridyl]phenyl]acetamide tert-butyl-((2S,3R)-3-hydroxy-1-phenyl-4-((2-phenylpropan-2-yl)amino)butanyl)carbamate C(C)(C)(C)N(C(O)=O)C(C[C@H](CNC(C)(C)C1=CC=CC=C1)O)C1=CC=CC=C1.NC1=C(C=C(C=N1)C=1C=C(C=CC1)NC(C)=O)C1=CC=C(C=C1)OCOC